BrC=1C(=C(C2=CNCN=C2C1)F)Cl 7-bromo-6-chloro-5-fluoro-3H-quinazolin